CC=1C=C(C(=NC1)[C@@H]1CC(=NO1)O[C@@H]1C[C@@H](CC1)NS(=O)(=O)C)C1=C(C=C(C=C1F)F)F N-[(1R,3S)-3-({(5S)-5-[5-methyl-3-(2,4,6-trifluorophenyl)pyridin-2-yl]-4,5-dihydro-1,2-oxazol-3-yl}oxy)cyclopentyl]methanesulfonamide